β-(3,4-epoxycyclohexyl)propyltrimethoxysilane C1(CC2C(CC1)O2)C(C[Si](OC)(OC)OC)C